COCC(CCCCCCCCCCCCCCCCC(C)C)(C)COC 1-methoxy-2-(methoxymethyl)-2,19-dimethyleicosane